FC1=C(C=CC(=C1F)F)C1=CC=NO1 5-(2,3,4-trifluorophenyl)isoxazol